(R)-benzyl 3-amino-2-(((benzyloxy)carbonyl)amino)propanoate NC[C@H](C(=O)OCC1=CC=CC=C1)NC(=O)OCC1=CC=CC=C1